N-({4-[5-(trifluoromethyl)pyridine-2-sulfonyl]phenyl}methyl)furo[2,3-c]pyridine-2-carboxamide FC(C=1C=CC(=NC1)S(=O)(=O)C1=CC=C(C=C1)CNC(=O)C1=CC=2C(=CN=CC2)O1)(F)F